The molecule is a dicarboxylic acid dianion arising from deprotonation of the carboxy groups of 4-carboxy-2-hydroxy-cis,cis-muconic acid 6-semialdehyde; major species at pH 7.3. It is a conjugate base of a 4-carboxy-2-hydroxy-cis,cis-muconate 6-semialdehyde. C(=C/[O-])\\C(=C/C(=O)C(=O)O)\\C(=O)[O-]